C(N)(O[C@@H](C(=O)N1CCN(CC1)C1CCN(CC1)C)C(C=1C=C2C=NNC2=C(C1)C)CC1=CC=CC=C1)=O (R)-benzyl-(3-(7-methyl-1H-indazol-5-yl)-1-(4-(1-methylpiperidin-4-yl) piperazin-1-yl)-1-oxopropan-2-yl) carbamate